C(CC)(=O)[C@H]1N(CCCCC1)C(=O)OC(C)(C)C tert-butyl (S)-2-propionylazepane-1-carboxylate